9,9-bis(3,5-din-butyl-4-aminophenyl)fluorene C(CCC)C=1C=C(C=C(C1N)CCCC)C1(C2=CC=CC=C2C=2C=CC=CC12)C1=CC(=C(C(=C1)CCCC)N)CCCC